N-(6-cyano-4-(4-(2,4-difluorophenoxy)piperidin-1-yl)pyridin-3-yl)-2-methoxynicotinamide C(#N)C1=CC(=C(C=N1)NC(C1=C(N=CC=C1)OC)=O)N1CCC(CC1)OC1=C(C=C(C=C1)F)F